(2R,5S)-5-[2-(4-chloro-3-fluoro-phenoxy)acetamido]-N-(5,5,5-trifluoro-pentyl)piperidine-2-carboxamide ClC1=C(C=C(OCC(=O)N[C@H]2CC[C@@H](NC2)C(=O)NCCCCC(F)(F)F)C=C1)F